2-(4-ethoxy-4-oxobutanoyl)-6-methoxyisoindolin C(C)OC(CCC(=O)N1CC2=CC(=CC=C2C1)OC)=O